2-(2-methoxyethoxy)ethyl 1H-imidazole-1-carboxylate N1(C=NC=C1)C(=O)OCCOCCOC